methyl 2-cyano-4,4,4-trifluoro-3-oxobutanoate C(#N)C(C(=O)OC)C(C(F)(F)F)=O